2-(2-Aminoethoxy)ethoxyl-N,N-dibenzyl-2-fluoro-propan-1-amine NCCOCCOC(C(C)F)N(CC1=CC=CC=C1)CC1=CC=CC=C1